C(C)(C)(C)NC1=NC=C(C(=N1)N1CC(C1)C(C)(C)O)C(=O)N 2-(tert-butylamino)-4-(3-(2-hydroxypropan-2-yl)azetidin-1-yl)pyrimidine-5-carboxamide